1-methyl-N-(2-(4-methylpiperazin-1-yl)-5-(4-((3-morpholinopropyl)carbamoyl)-1H-1,2,3-triazol-1-yl)phenyl)-1H-indazole-3-carboxamide CN1N=C(C2=CC=CC=C12)C(=O)NC1=C(C=CC(=C1)N1N=NC(=C1)C(NCCCN1CCOCC1)=O)N1CCN(CC1)C